N(=[N+]=[N-])[C@@H]1CN(C[C@H]1OCC1=C(C=C(C=C1)C(F)(F)F)F)C(=O)OC(C)(C)C tert-butyl (3R,4R)-3-azido-4-(2-fluoro-4-(trifluoromethyl)benzyloxy)pyrrolidine-1-carboxylate